methyl 1-(4-(azetidin-3-yl)-2-cyano-6-methylbenzyl)piperidine-4-carboxylate N1CC(C1)C1=CC(=C(CN2CCC(CC2)C(=O)OC)C(=C1)C)C#N